C(C)(=O)N1CCN(CC1)CC1CCN(CC1)C(CN1N=C(C(=C1)NC(=O)C=1C=NN2C1N=CC=C2)C2=C(C=CC(=C2)SC2CC2)OC(F)F)=O N-[1-[2-[4-[(4-acetylpiperazin-1-yl)methyl]-1-piperidyl]-2-oxo-ethyl]-3-[5-cyclopropylsulfanyl-2-(difluoromethoxy)phenyl]pyrazol-4-yl]pyrazolo[1,5-a]pyrimidine-3-carboxamide